CC1(OC(OC1(C)C)C=1SC=CC1)C 4,4,5,5-tetramethyl-2-(thiophen-2-yl)-1,3-dioxolane